Pyridine-3-carbonitrile N1=CC(=CC=C1)C#N